C2-methyl-1-benzofuran-7-ylamine CC=1OC2=C(C1)C=CC=C2N